CC1(O[C@@H]2[C@]3(O1)[C@H](O[C@H]2N2C=CC1=C2N=CN=C1C)CCC3)C (3aR,4R,5aR,6S,8aR)-2,2-dimethyl-4-(4-methyl-7H-pyrrolo[2,3-d]pyrimidin-7-yl)hexahydrocyclopenta[2,3]furo[3,4-d][1,3]dioxol